O=C1N(CCC(N1)=O)C=1C=C(CN2CCN(CC2)C2CCN(CC2)C2=CC=C(C(=O)NC=3C4=C(NN3)CN(C4)C([C@@H](C4=CC=CC=C4)OC)=O)C=C2)C=CC1 (R)-4-(4-(4-(3-(2,4-dioxotetrahydropyrimidin-1(2H)-yl)benzyl)piperazin-1-yl)piperidin-1-yl)-N-(5-(2-methoxy-2-phenylacetyl)-1,4,5,6-tetrahydropyrrolo[3,4-c]pyrazol-3-yl)benzamide